C(C)OC(=O)[C@@H]1[C@H](C1)CC(=O)O 2-((1R,2S)-2-(ethoxycarbonyl)cyclopropyl)acetic acid